N[C@]1([C@@H](CC[C@H](C1)CCB(O)O)CN(C)C)C(=O)O (1R,2S,5R)-1-amino-5-(2-boronoethyl)-2-((dimethylamino)methyl)cyclohexane-1-carboxylic acid